tert-butyl 7-(4-hydroxy-7-methoxy-pyrido[3,2-d]pyrimidin-6-yl)-4,7-diazaspiro[2.5]octane-4-carboxylate OC=1C2=C(N=CN1)C=C(C(=N2)N2CCN(C1(CC1)C2)C(=O)OC(C)(C)C)OC